sodium N-lauroyl-L-proline C(CCCCCCCCCCC)(=O)N1[C@@H](CCC1)C(=O)O.[Na]